ClC1=C(NC2=NC=CC(=C21)OC2=CC(=C(C=C2)NC(=O)NC2=CC(=C(C=C2)CN2CCN(CC2)C)C(F)(F)F)F)C 1-(4-((3-chloro-2-methyl-1H-pyrrolo[2,3-b]pyridin-4-yl)oxy)-2-fluorophenyl)-3-(4-((4-methylpiperazin-1-yl)methyl)-3-(trifluoromethyl)phenyl)urea